C12=CNC=3C=CC4(C5(C13)C1=CC(=CC=C1C=C4NCC5)O)C2 6,11b-(epiminoethano)-1,5a-methanonaphth[1,2-e]indol-10-ol